C1(CCCC2=CC=CC=C12)NC1=NC=NN2C1=NC=C2 N-Tetralin-1-ylimidazo[2,1-f][1,2,4]triazin-4-amine